ClC1=C(C=C(OCC(=O)NC23C[C@H](C(CC2)(CC3)C=3OC(=CN3)C3=CC=C(C=C3)Cl)O)C=C1)F 2-(4-chloro-3-fluorophenoxy)-N-{(3R)-4-[5-(4-chlorophenyl)-1,3-oxazol-2-yl]-3-hydroxybicyclo[2.2.2]oct-1-yl}acetamide